[(1S,2S)-2-methylcyclopropyl]methyl N-{[2-(2,6-dioxopiperidin-3-yl)-3-oxo-2,3-dihydro-1H-isoindol-5-yl]methyl}carbamate O=C1NC(CCC1N1CC2=CC=C(C=C2C1=O)CNC(OC[C@@H]1[C@H](C1)C)=O)=O